(5-(4,4,5,5-tetramethyl-1,3,2-diOxaborolan-2-yl)pyridin-2-yl)carbamate CC1(OB(OC1(C)C)C=1C=CC(=NC1)NC([O-])=O)C